2-(quinolin-5-yl)-1λ6,2-thiazolidine-1,1-dione N1=CC=CC2=C(C=CC=C12)N1S(CCC1)(=O)=O